Cl.CNC(=O)C1=NC=C(C=C1)N1CCNCC1 N-methyl-5-(piperazin-1-yl)pyridine-2-carboxamide hydrochloride